P(=O)([O-])([O-])[O-].O=C1C(O)=C(O)[C@H](O1)[C@@H](O)CO.[Ca+2].[Ca+2] dicalcium L-ascorbic acid phosphate